4'-iodo-3,5-difluorobiphenyl IC1=CC=C(C=C1)C1=CC(=CC(=C1)F)F